ClC=1C=CC(=NC1)[C@@H](C(C)C)NCCCC[C@H](C(=O)NO)NC1=CC(=C(C(=C1)C)F)C (R)-6-(((R)-1-(5-chloropyridin-2-yl)-2-methylpropyl)amino)-2-((4-fluoro-3,5-dimethylphenyl)amino)-N-hydroxyhexanamide